FC=1C=C2C(C(=CN3C2=C(C1F)OCC3C)CN(CC3=CC(=NC=C3)C)[C@@H]3CN(CCC3)C=3C=NC(=CC3)C)=O 9,10-difluoro-3-methyl-6-((((S)-1-(6-methylpyridin-3-yl)piperidin-3-yl)((2-methylpyridin-4-yl)methyl)amino)methyl)-2H-[1,4]oxazino[2,3,4-ii]quinolin-7(3H)-one